NC=1C=CC(=NC1)N1CCS(CC1)(=NCC)=O 4-(5-aminopyridine-2-yl)-1-(ethylimino)-1λ6-thiomorpholine 1-oxide